FC(C=1N=C(SC1)N1N=CC(=C1)C(C(=O)O)C)F 2-{1-[4-(difluoromethyl)-1,3-thiazol-2-yl]-1H-pyrazol-4-yl}propanoic acid